N-[5-[5-[2-(1H-pyrazol-4-yl)-ethoxymethyl]-2-thienyl]-[1,2,4]triazolo[1,5-a]pyridin-2-yl]cyclopropanecarboxamide N1N=CC(=C1)CCOCC1=CC=C(S1)C1=CC=CC=2N1N=C(N2)NC(=O)C2CC2